COC1=C(C=CC(=C1)S(=O)(=O)N1CCC(CC1)N1CCOCC1)NC=1C=C(C2=C(N1)NC=C2)NCCC N6-(2-methoxy-4-((4-morpholinopiperidin-1-yl)sulfonyl)phenyl)-N4-propyl-1H-pyrrolo[2,3-b]pyridine-4,6-diamine